bis-(2-propylheptyl) sulfosuccinate S(=O)(=O)(O)C(C(=O)OCC(CCCCC)CCC)CC(=O)OCC(CCCCC)CCC